NCCNCCNCCC[Si](OC)(OC)OC 3-[2-(2-amino-ethylamino)ethylamino]propyl-trimethoxysilane